C(C1=CC=CC=C1)SC1=CC=C(C(=N1)C(F)F)F 6-(benzylthio)-2-(difluoromethyl)-3-fluoropyridine